dimethyl-4,4'-(1,4-phenylene)-bis(2,1,3-benzothiadiazole-5-carboxylic acid) CC1=C(C(=C(C=2C1=NSN2)C2=CC=C(C=C2)C2=C(C=CC1=NSN=C12)C(=O)O)C(=O)O)C